OC1=C(C=C(C=C1)OC)C1=NC2=C(N1)C=CC=C2 2-(2-Hydroxy-5-Methoxy-Phenyl)-1h-Benzoimidazole